Tetradecanoyl-L-Carnitine CCCCCCCCCCCCCC(=O)O[C@H](CC(=O)[O-])C[N+](C)(C)C